Tert-butyl 3-(cyanomethyl)-3-(4-(6-(phenylsulfonyl)-2-(thiophen-2-yl)imidazo[4,5-d]pyrrolo[2,3-b]pyridin-1(6H)-yl)-1H-pyrazol-1-yl)azetidine-1-carboxylate C(#N)CC1(CN(C1)C(=O)OC(C)(C)C)N1N=CC(=C1)N1C(=NC=2C1=C1C(=NC2)N(C=C1)S(=O)(=O)C1=CC=CC=C1)C=1SC=CC1